C1(=CC=CC=C1)N1N=CCC1 1-phenyl-4,5-dihydro-1H-pyrazol